CC(=CC1=CC=C(C=C1)C(C(=O)O)C)C 2-[4-(2-methyl-propenyl)phenyl]propionic acid